C1(=CC(=CC=C1)C[C@H]1[C@]2(COC(N2)=O)CCCN1)C1=CC=CC=C1 (5S,6S)-6-({[1,1'-Biphenyl]-3-yl}methyl)-3-oxa-1,7-diazaspiro[4.5]decan-2-one